5-(4-(4-(dimethoxymethyl)piperidin-1-yl)phenyl)-6-(pyridin-4-yl)-5,6,7,8-tetrahydronaphthalen-2-ol COC(C1CCN(CC1)C1=CC=C(C=C1)C1C=2C=CC(=CC2CCC1C1=CC=NC=C1)O)OC